(4aR,8aS)-6-[6-[[3-(trifluoromethyl)-1H-pyrazolo[3,4-d]pyrimidin-6-yl]methyl]-2-azaspiro[3.3]heptane-2-carbonyl]-4,4a,5,7,8,8a-hexahydropyrido[4,3-b][1,4]oxazin-3-one FC(C1=NNC2=NC(=NC=C21)CC2CC1(CN(C1)C(=O)N1C[C@@H]3[C@@H](OCC(N3)=O)CC1)C2)(F)F